C(C=C)(=O)O[N+](=O)[O-].[Mg] magnesium alloyl-nitrate